2-(2-methoxyphenyl)-N-thiazol-2-yl-acetamide COC1=C(C=CC=C1)CC(=O)NC=1SC=CN1